CCC(CCCC(CCCC)O)O undecane-3,7-diol